[N+3].N1=C(C=CC2=CC=CC=C12)C(=O)[O-].N1=C(C=CC2=CC=CC=C12)C(=O)[O-].N1=C(C=CC2=CC=CC=C12)C(=O)[O-] quinolinate nitrogen